CN1CC(CC1=O)C(=O)NC1=CC(=CC=C1)COC1CC(CCC1)C 1-Methyl-N-[3-[[(3-methylcyclohexyl)oxy]methyl]phenyl]-5-oxo-3-pyrrolidine-carboxamide